12-tetradecenylacetate C(CCCCCCCCCCC=CC)CC(=O)[O-]